4-(4-((4'-chloro-5,5-dimethyl-3,4,5,6-tetrahydro-[1,1'-biphenyl]-2-yl)methyl)piperazin-1-yl)-2-(3,4-dihydro-2H-pyrrolo[3',2':5,6]pyrido[2,3-b][1,4]oxazepin-1(7H)-yl)benzamide ClC1=CC=C(C=C1)C1=C(CCC(C1)(C)C)CN1CCN(CC1)C1=CC(=C(C(=O)N)C=C1)N1C2=C(OCCC1)N=C1C(=C2)C=CN1